C1(=C(C=CC=C1)OCCO)OCCO 2,2'-(1,2-phenylenebis(oxy))bis(ethan-1-ol)